COC1=C(C=CC=C1C1=NN(N=C1)C)NC1=C(N=NC(=C1)NC(=O)[C@@H]1CC12CC2)C(=O)NC([2H])([2H])[2H] 4-{[2-methoxy-3-(2-methyl-2H-1,2,3-triazol-4-yl)phenyl]amino}-N-(2H3)methyl-6-[(1R)-spiro[2.2]pentane-1-amido]pyridazine-3-carboxamide